1-(3-bromopropyl)piperidine hydrobromide Br.BrCCCN1CCCCC1